N-cyclobutyl-6-(4-(3-fluoro-5-formylpyridin-2-yl)indolin-1-yl)-8-((4-methoxybenzyl)(methyl)amino)imidazo[1,2-b]pyridazine-3-carboxamide C1(CCC1)NC(=O)C1=CN=C2N1N=C(C=C2N(C)CC2=CC=C(C=C2)OC)N2CCC1=C(C=CC=C21)C2=NC=C(C=C2F)C=O